(2-Chlorophenyl)magnesium bromide ClC1=C(C=CC=C1)[Mg]Br